5-(3-(2,2-difluoroethyl)-2-methyl-3H-imidazo[4,5-b]pyridin-5-yl)-N-(piperidin-4-yl)pyrrolo[2,1-f][1,2,4]triazin-2-amine FC(CN1C(=NC=2C1=NC(=CC2)C=2C=CN1N=C(N=CC12)NC1CCNCC1)C)F